NC=1C=C(C(=O)NCCCNC(OC(C)(C)C)=O)C=C(C1)C(NCCCNC(=O)OC(C)(C)C)=O tert-butyl N-[3-[[3-amino-5-[3-(tert-butoxycarbonylamino)propylcarbamoyl]benzoyl]amino]propyl]carbamate